C(C)(C)(C)N(C(O)=O)C1=CC(=NC=C1OC1CC1)NC(C)=O.C(C)(=O)NC1=NC=C(C(=C1)NC(OC(C)(C)C)=O)OC1CC1 tert-butyl (2-acetamido-5-cyclopropoxypyridin-4-yl)carbamate tert-Butyl-(2-acetamido-5-cyclopropoxypyridin-4-yl)carbamate